C(C)(C)C1=C(C(=CC=C1)C(C)C)N=C(O)C=1C=C(C=2C3=C(C=C(C=4C(=CC(=C(C5=C(C=C(C1C52)C(O)=NC5=C(C=CC=C5C(C)C)C(C)C)OC5=CC=CC=C5)C43)OC4=CC=CC=C4)C(=O)O)C(=O)O)OC4=CC=CC=C4)OC4=CC=CC=C4 N,N'-bis(2,6-diisopropylphenyl)-1,6,7,12-tetraphenoxy-3,4,9,10-perylenetetracarboxylic acid diimide